N-(allyl-1,1-d2)-5-((2-amino-3-fluoropyridin-4-yl)methyl)-3,4-difluoro-2-((2-fluoro-4-iodophenyl)amino)benzamide C(C=C)([2H])([2H])NC(C1=C(C(=C(C(=C1)CC1=C(C(=NC=C1)N)F)F)F)NC1=C(C=C(C=C1)I)F)=O